ethenoguanine C1=CNC2=NC3=C(C(=O)N2)N=C1N3